FC1=C(C=C2CCCN(C2=C1)C)CCNC(OC(C)(C)C)=O Tert-butyl (2-(7-fluoro-1-methyl-1,2,3,4-tetrahydroquinolin-6-yl)ethyl)carbamate